aminomethyl-3-methylphosphinico-butylphosphonic acid NCC(C(CCP(O)(O)=O)C)=P(=O)O